6-amino-N-(2-{8-methoxy-1,6-diazaspiro[3.4]octan-6-yl}-5,6,7,8-tetrahydroquinolin-6-yl)-2-methylthieno[2,3-d][1,3]thiazole-5-carboxamide NC1=C(SC=2N=C(SC21)C)C(=O)NC2CC=1C=CC(=NC1CC2)N2CC1(CCN1)C(C2)OC